COC1(CC(N)=CC=C1)OC 3,3-dimethoxyaniline